(S)-3-((5-((4-(3-((2-(1-hydroxyethyl)-1H-imidazol-1-yl)methyl)isoxazol-5-yl)phenyl)ethynyl)pyridin-2-yl)methoxy)propionitrile O[C@@H](C)C=1N(C=CN1)CC1=NOC(=C1)C1=CC=C(C=C1)C#CC=1C=CC(=NC1)COCCC#N